(1-chlorocyclopropyl)-1-(2-chlorophenyl)-3-(5-(methylthio)-1H-1,2,4-triazol-1-yl)propan-2-ol ClC1(CC1)C(C(CN1N=CN=C1SC)O)C1=C(C=CC=C1)Cl